C(C)NC1=CC(=CC(=N1)N1C(C2=CC=CC(=C2C1)C(F)(F)F)=O)C1=C(C=C(C=C1)OCC#C)C1=NN=CN1C 2-[6-(Ethylamino)-4-[2-(4-methyl-1,2,4-triazol-3-yl)-4-(prop-2-yn-1-yloxy)phenyl]pyridin-2-yl]-4-(trifluoromethyl)-3H-isoindol-1-one